(R)-2-(3-((5-fluoropyrimidin-2-yl)oxy)pyrrolidin-1-yl)-8-nitro-6-(trifluoromethyl)-4H-benzo[e]-[1,3]thiazin-4-one FC=1C=NC(=NC1)O[C@H]1CN(CC1)C=1SC2=C(C(N1)=O)C=C(C=C2[N+](=O)[O-])C(F)(F)F